[Cl-].C(=C)N1CN(C=C1)C 1-vinyl-3-methylimidazole chloride salt